2-ethyl 8-(2-methoxyethyl) (1s,2r,5r)-3-((6-(4-(fluoromethoxy) phenoxy) pyridin-3-yl) sulfonyl)-3,8-diazabicyclo[3.2.1]octane-2,8-dicarboxylate FCOC1=CC=C(OC2=CC=C(C=N2)S(=O)(=O)N2[C@H]([C@@H]3CC[C@H](C2)N3C(=O)OCCOC)C(=O)OCC)C=C1